C(C1=CC=CC=C1)C1=C(C=C(C=C1C)C)C 2-benzyl-1,3,5-trimethylbenzene